7-amino-3-ethyl-5-((2-(1-(2-(hydroxymethyl)cyclobutyl)-1H-pyrazol-3-yl)ethyl)amino)-2-methylpyrazolo[1,5-a]pyrimidine NC1=CC(=NC=2N1N=C(C2CC)C)NCCC2=NN(C=C2)C2C(CC2)CO